(2-(trifluoromethyl)benzyl)chroman-6-sulfonamide FC(C1=C(CC2OC3=CC=C(C=C3CC2)S(=O)(=O)N)C=CC=C1)(F)F